C(C)(C)(C)C1=CC=CNC=C1 5-tertiary-butyl-azepine